ethyl 3-(((benzyloxy)carbonyl)amino)bicyclo[3.1.0]hexane-6-carboxylate C(C1=CC=CC=C1)OC(=O)NC1CC2C(C2C1)C(=O)OCC